(E)-6-(4-((1-acetylpiperidin-4-yl)amino)but-2-enoyl)-4-(2-(1-ethyl-3-(trifluoromethyl)-1H-pyrazol-4-yl)-3-fluorophenyl)-4,5,6,7-tetrahydrothieno[2,3-c]pyridine-2-carbonitrile C(C)(=O)N1CCC(CC1)NC/C=C/C(=O)N1CC2=C(C(C1)C1=C(C(=CC=C1)F)C=1C(=NN(C1)CC)C(F)(F)F)C=C(S2)C#N